[Fe].[Cr].[Ti].[V] vanadium titanium chromium iron